(1R,3aS,6aR)-2-(2-(3-chlorophenyl)-2,2-difluoroacetyl)-N-((S)-4-fluoro-3-oxo-1-((R)-2-oxopyrrolidin-3-yl)butan-2-yl)octahydrocyclopenta[c]pyrrole-1-carboxamide ClC=1C=C(C=CC1)C(C(=O)N1[C@H]([C@H]2[C@@H](C1)CCC2)C(=O)N[C@@H](C[C@@H]2C(NCC2)=O)C(CF)=O)(F)F